Tris-(hydroxymethyl)-aminomethane OCC(N)(CO)CO